(3S,4R)-3-fluoro-1-(4-((5-isopropyl-8-(6-methyl-1,6-diazaspiro[3.3]heptan-1-yl)-2,6-naphthyridin-3-yl)amino)pyrimidin-2-yl)-3-methylpiperidin-4-ol F[C@]1(CN(CC[C@H]1O)C1=NC=CC(=N1)NC=1N=CC2=C(C=NC(=C2C1)C(C)C)N1CCC12CN(C2)C)C